FCCCN1CC(CC1=O)C(=O)OC Methyl 1-(3-fluoropropyl)-5-oxopyrrolidine-3-carboxylate